3-{[(2R)-1-ethylpyrrolidin-2-yl]methyl}-N5,N5,6-trimethyl-2-oxo-1-[3-(trifluoromethyl)phenyl]-1,2-dihydropyridine-3,5-dicarboxamide C(C)N1[C@H](CCC1)CC1(C(N(C(=C(C1)C(=O)N(C)C)C)C1=CC(=CC=C1)C(F)(F)F)=O)C(=O)N